C(CCC\C=C/CC)OC(CCC(=O)OCC(COC(CCC(OC(OCCCN(CC)CC)=O)CCCCCC)=O)COC(CCCCCCCC=CCC=CCCCCC)=O)OCCCC\C=C/CC octadec-9,12-dienoic acid 16-(((4,4-bis(((Z)-oct-5-en-1-yl) oxy) butanoyl) oxy) methyl)-3-ethyl-10-hexyl-8,13-dioxo-7,9,14-trioxa-3-aza-heptadec-17-yl ester